C(N)(=N)N1CCCCC1 carbamimidoylpiperidin